(+/-)-6-{[trans-4-(4-hydroxyphenyl)piperidin-3-yl]methoxy}isoindolin-1-one OC1=CC=C(C=C1)[C@H]1[C@@H](CNCC1)COC1=CC=C2CNC(C2=C1)=O |r|